1-[(3R)-3-[5-(phenylsulfanyl)-1H-indazol-1-yl]piperidin-1-yl]propan C1(=CC=CC=C1)SC=1C=C2C=NN(C2=CC1)[C@H]1CN(CCC1)CCC